5-(4-((2-ethyl-8-fluoro-3-oxo-3,4-dihydroquinoxalin-6-yl)methyl)piperazin-1-yl)-N-((1r,3r)-3-hydroxycyclobutyl)-6-methylpicolinamide C(C)C1=NC2=C(C=C(C=C2NC1=O)CN1CCN(CC1)C=1C=CC(=NC1C)C(=O)NC1CC(C1)O)F